N-(PHENYL)-5-(PHENYL)-1H-PYRAZOL-3-AMIN C1(=CC=CC=C1)NC1=NNC(=C1)C1=CC=CC=C1